4-[3-(benzenesulfonyl)-3-{4-[(2-chloro-4-fluorophenyl)methoxy]phenyl}pyrrolidine-1-carbonyl]-1λ6-thiane-1,1-dione C1(=CC=CC=C1)S(=O)(=O)C1(CN(CC1)C(=O)C1CCS(CC1)(=O)=O)C1=CC=C(C=C1)OCC1=C(C=C(C=C1)F)Cl